COC=1C=C(C(=O)OC)C=C(C1OC)[N+](=O)[O-] methyl 3,4-dimethoxy-5-nitrobenzoate